(E)-3-((4-(2-ethoxyvinyl)-5-fluoro-2-methoxyphenyl)amino)piperidine-2,6-dione C(C)O/C=C/C1=CC(=C(C=C1F)NC1C(NC(CC1)=O)=O)OC